ClC1=CC(=C(C(=N1)C)C#N)C 6-chloro-2,4-dimethylpyridine-3-carbonitrile